COC1=CC=C(CNC2=CC(CC2)=O)C=C1 3-((4-methoxybenzyl)amino)cyclopent-2-en-1-one